3-amino-1-(4-((6-(2-hydroxy-4-(1H-pyrazol-4-yl)phenyl)pyridazin-3-yl)(2-methoxyethyl)amino)-2,2,6,6-tetramethylpiperidin-1-yl)propan-1-one NCCC(=O)N1C(CC(CC1(C)C)N(CCOC)C=1N=NC(=CC1)C1=C(C=C(C=C1)C=1C=NNC1)O)(C)C